4-[[2-fluoro-6-[2-(trideuteriomethoxy)-4-(trifluoromethoxy)phenoxy]-4-(trifluoromethyl)benzoyl]amino]pyridine-2-carboxamide FC1=C(C(=O)NC2=CC(=NC=C2)C(=O)N)C(=CC(=C1)C(F)(F)F)OC1=C(C=C(C=C1)OC(F)(F)F)OC([2H])([2H])[2H]